6-bromo-2-isopropyl-3,4-dihydro-2H-isoquinolin-1-one BrC=1C=C2CCN(C(C2=CC1)=O)C(C)C